CS(=O)(=O)C1=NC=CC=C1N1CC=CC=C1C1(CC1)C(F)(F)F N-(2-methanesulfonylpyridin-3-yl)-6-[1-(trifluoromethyl)cyclopropyl]pyridine